CN(C=1N=C(C(=NC1CC)C(=O)N)NC1=CC(=CC=C1)CCNC(C(C)NC)=O)C 5-(dimethylamino)-6-ethyl-3-((3-(2-(2-(methylamino)propanamido)ethyl)phenyl)amino)pyrazine-2-carboxamide